1-methyl-4-((5-methoxypyridin-3-yl)amino)-7-chloro-N-(4-methoxyphenylsulphonyl)-indole-2-carboxamide CN1C(=CC2=C(C=CC(=C12)Cl)NC=1C=NC=C(C1)OC)C(=O)NS(=O)(=O)C1=CC=C(C=C1)OC